2,6-diethyl-4-bromoaniline C(C)C1=C(N)C(=CC(=C1)Br)CC